8-(1-acetyl-4-piperidinyl)-4-[(2R)-3-(3,4-dihydro-1H-isoquinolin-2-yl)-2-hydroxy-propyl]-2,3-dihydro-1,4-benzoxazepin-5-one C(C)(=O)N1CCC(CC1)C1=CC2=C(C(N(CCO2)C[C@@H](CN2CC3=CC=CC=C3CC2)O)=O)C=C1